Allyl-benzoxazepine (1R,3R,5S)-8-azabicyclo[3.2.1]octan-3-yl-3-[2-chloro-6-(difluoromethoxy)phenyl]-5-cyclopropyl-1,2-oxazole-4-carboxylate [C@H]12CC(C[C@H](CC1)N2)OC(=O)C=2C(=NOC2C2CC2)C2=C(C=CC=C2OC(F)F)Cl.C(C=C)C2=NOC1=C(C=C2)C=CC=C1